spiro[benzo[d][1,3]oxazine-4,3'-piperidin]-2-one N1CC2(CCC1)C1=C(NC(O2)=O)C=CC=C1